N1=CC=C(C=C1)N1CC(C1)CC(=O)N1CC2=C3CCCC3=CN=C2C1 2-(1-Pyridin-4-yl-azetidin-3-yl)-1-(3,6,7,8-tetrahydro-1H-2,4-diaza-as-indacen-2-yl)-ethanone